(S,6S)-N'-(((R)-3-methyl-1,2,3,5,6,7-hexahydro-s-indacen-4-yl)carbamoyl)-6-(methylamino)-6,7-dihydro-5H-pyrazolo[5,1-b][1,3]oxazine-3-sulfonimidamide C[C@@H]1CCC2=CC=3CCCC3C(=C12)NC(=O)N=[S@@](=O)(N)C=1C=NN2C1OC[C@H](C2)NC